CN(S(=O)(=O)C1CNC1)C N,N-dimethylazetidine-3-sulfonamide